COC1CCC(CC1)NC1=NC=C(C(=N1)NC(C)(CCC)C)C(=O)N 2-((1r,4r)-4-methoxycyclohexylamino)-4-(2-methylpentan-2-ylamino)pyrimidine-5-carboxamide